2-amino-2-ethyl-3-Methyl-1-butanol NC(CO)(C(C)C)CC